OCCOCC[NH3+] 2-(2-hydroxyeth-oxy)ethylammonium